COC1=NOC(=C1)C(C(=O)O)C(C)C 2-(3-methoxyisoxazol-5-yl)-3-methyl-butanoic acid